1-((3,3-difluorocyclopentyl)methyl)-4-methyl-N-(2-(methylsulfonyl)pyridin-4-yl)-3-(trifluoromethoxy)-1H-pyrazole-5-carboxamide FC1(CC(CC1)CN1N=C(C(=C1C(=O)NC1=CC(=NC=C1)S(=O)(=O)C)C)OC(F)(F)F)F